1-(4-bromophenyl)-2-methyl-2-phenylpyrrolidine BrC1=CC=C(C=C1)N1C(CCC1)(C1=CC=CC=C1)C